NCC=1C=C(C=CC1)C1=CC2=C(OC(=C2COC2=C(C=CC=C2)CC(=O)O)C)C2=C1OC=C2 2-(2-((5-(3-(aminomethyl)phenyl)-2-methylbenzo[1,2-b:3,4-b']difuran-3-yl)methoxy)phenyl)acetic acid